ethyl 2-[(2,4-difluorophenyl) amino]-2-oxoacetate FC1=C(C=CC(=C1)F)NC(C(=O)OCC)=O